N-[(3,5-Difluoropyridin-2-yl)methyl]-2-[(3R)-3-methyl-[1,4'-bipiperidine]-1'-yl]-1,3-thiazole-5-carboxamide FC=1C(=NC=C(C1)F)CNC(=O)C1=CN=C(S1)N1CCC(CC1)N1C[C@@H](CCC1)C